1-ethyl-6-hydroxy-3-oxo-2-(2-oxo-2-(pyrrolidin-1-yl)ethyl)-3,8,9,10-tetrahydropyrano[3,2-f]chromen-5-carbaldehyde C(C)C1=C(C(OC2=C1C=1CCCOC1C(=C2C=O)O)=O)CC(N2CCCC2)=O